(2S,4R)-1-(2-(3-Acetyl-6-(S-methyl-N-(2,2,2-trifluoroacetyl)sulfonimidoyl)-1H-indazol-1-yl)acetyl)-N-(6-bromopyridin-2-yl)-4-fluoropyrrolidine-2-carboxamide C(C)(=O)C1=NN(C2=CC(=CC=C12)S(=O)(=NC(C(F)(F)F)=O)C)CC(=O)N1[C@@H](C[C@H](C1)F)C(=O)NC1=NC(=CC=C1)Br